2-Methoxy-4-(1H-pyrazol-1-yl)benzenesulfonamide COC1=C(C=CC(=C1)N1N=CC=C1)S(=O)(=O)N